CSCCC=1N=C(OC1N1[C@@H](CCC1)C#N)CCCC1=CC=CC=C1 (S)-1-(4-(2-(methylthio)ethyl)-2-(3-phenylpropyl)oxazol-5-yl)pyrrolidine-2-carbonitrile